1-(2-(4-hydroxyphenyl)-2H-pyrazolo[3,4-d]pyrimidin-4-yl)-N-(4-(methylthio)benzyl)piperidine-3-carboxamide OC1=CC=C(C=C1)N1N=C2N=CN=C(C2=C1)N1CC(CCC1)C(=O)NCC1=CC=C(C=C1)SC